6-(4-cyclopropyl-6-methoxypyrimidin-5-yl)-1-(4-(5-methyl-3-(trifluoromethyl)-1H-pyrazol-1-yl)benzyl)-1H-pyrazolo[3,4-D]pyrimidine C1(CC1)C1=NC=NC(=C1C1=NC=C2C(=N1)N(N=C2)CC2=CC=C(C=C2)N2N=C(C=C2C)C(F)(F)F)OC